C(C1=CC=CC=C1)N([S@@](=O)C(C)(C)C)[C@@H](COCC1=CC=CC=C1)[C@H]1OC(C(CC1)I)O (S)-N-benzyl-N-((1S)-2-(benzyloxy)-1-((2S)-6-hydroxy-5-iodotetrahydro-2H-pyran-2-yl)ethyl)-2-methylpropane-2-sulfinamide